5-(Diaminomethylene)-1-(4-((5,5-dimethyl-2,4-dioxo-3-((2-(trimethylsilyl)ethoxy)methyl)imidazolidin-1-yl)methyl)-4-methylcyclohexyl)-3-isobutylpyrimidine-2,4,6(1H,3H,5H)-trione NC(=C1C(N(C(N(C1=O)C1CCC(CC1)(C)CN1C(N(C(C1(C)C)=O)COCC[Si](C)(C)C)=O)=O)CC(C)C)=O)N